CC1=C(OC2=C(C=C(C=C2C1=O)C)[C@@H](C)NC=1C(=NC=CC1)C(=O)NCC1=CN(C=C1)C)C1=CC=CC=C1 3-[[(1R)-1-(3,6-Dimethyl-4-oxo-2-phenyl-chromen-8-yl)ethyl]amino]-N-[(1-methylpyrrol-3-yl)methyl]pyridine-2-carboxamide